BrC(C(=O)N(CCC1=CC=C(C=C1)OC)C#N)(C)C 2-bromo-N-cyano-N-(4-methoxyphenylethyl)-2-methylpropanamide